hafnium tetra-sec-butoxide CC([O-])CC.CC([O-])CC.CC([O-])CC.CC([O-])CC.[Hf+4]